naphthalene-1,8-diyl (2E,2'E)-bis(3-(4-fluorophenyl)acrylate) FC1=CC=C(C=C1)/C=C/C(=O)OC1=CC=CC2=CC=CC(=C12)OC(C=CC1=CC=C(C=C1)F)=O